tert-butyl 4-[2-fluoro-6-(methylcarbamoyl)-3-pyridyl]piperazine-1-carboxylate tert-butyl-4-(2-fluoro-6-methoxycarbonyl-3-pyridyl)piperazine-1-carboxylate C(C)(C)(C)OC(=O)N1CCN(CC1)C=1C(=NC(=CC1)C(=O)OC)F.FC1=NC(=CC=C1N1CCN(CC1)C(=O)OC(C)(C)C)C(NC)=O